C(C)C=1N=C(SC1)C(CC1=CC=C(C=C1)[N+](=O)[O-])NC([C@@H](CC1=CC=CC=C1)C1=CC=CC=C1)=O (S)-N-[1-(4-ethylthiazol-2-yl)-2-(4-nitrophenyl)ethyl]-2,3-diphenylpropanamide